N1=NC(=NN=C1)CCC1=CC=C(C=C1)CC(C(=O)O)N 3-(4-(2-(1,2,4,5-tetrazin-3-yl)ethyl)phenyl)-2-aminopropanoic acid